7,8,9,10-tetrahydro-5H-pyrazino[1,2-a]pyrido[3,2-e]pyrazin N1=CC=CC=2NC=C3N(C21)CCNC3